5-hydroxyimidazo[1,2-a]quinoline-4-carbonitrile OC1=C(C=2N(C3=CC=CC=C13)C=CN2)C#N